N(=C=S)C(CCCCCC(=O)OCCCCCCCCCCC)CCCCCCCC(=O)OCCC(CCCCCC)CCCCCC 15-(3-hexylnonyl) 1-undecyl 7-isothiocyanatopentadecanedioate